2-(3,5-dichloro-4-(4-hydroxy-3-((4-hydroxypiperidin-1-yl)sulfonyl)phenoxy)phenyl)-6-(difluoromethyl)-1,2,4-triazine-3,5(2H,4H)-dione ClC=1C=C(C=C(C1OC1=CC(=C(C=C1)O)S(=O)(=O)N1CCC(CC1)O)Cl)N1N=C(C(NC1=O)=O)C(F)F